BrC=1C(=NC(=NC1)NC1=C(C=C(C(=C1)OC)N1CC(OCC1)CN(C)C)C)NC1=C(C=CC(=C1)F)C(C)(C)O 2-(2-((5-Bromo-2-((4-(2-((dimethylamino)methyl)morpholino)-5-methoxy-2-methylphenyl)amino)pyrimidine-4-yl)amino)-4-fluorophenyl)propan-2-ol